C1OC2=CSC=C2OC1 (3,4-Ethylendioxy)thiophen